BrCC=1C=CC=C2C=NNC12 7-(bromomethyl)-1H-indazole